2-(3-(3-((2-(tert-butylsulfanyl)ethyl)carbamoyl)-1H-pyrazol-5-yl)phenyl)-N-(pentan-3-yl)oxazole-5-carboxamide C(C)(C)(C)SCCNC(=O)C1=NNC(=C1)C=1C=C(C=CC1)C=1OC(=CN1)C(=O)NC(CC)CC